CN1C2CN(C(C1)C2)C2=CC=C(C=N2)NC2=NC=C(C(=C2)NCCCN2CCOCCC2=O)C(F)(F)F 4-(3-((2-((6-(5-methyl-2,5-diazabicyclo[2.2.1]heptan-2-yl)pyridin-3-yl)amino)-5-(trifluoromethyl)pyridin-4-yl)amino)propyl)-1,4-oxazepan-5-one